FC(=C1CCC=2C(=C(C=CC12)C1C(NC(NN1)N[C@H]1CC(CCC1)N1CC(C1)(F)F)C)O)F 1-(difluoromethylene)-5-(3-{[(1R)-3-(3,3-difluoroazetidin-1-yl)cyclohexyl]amino}-5-methyl-1,2,4-triazacyclohexan-6-yl)-2,3-dihydro-1H-inden-4-ol